BrC=1C=C2C(=NNC2=C(C1)C(F)(F)F)N 5-Bromo-7-(trifluoromethyl)-3-amino-1H-indazole